C(C1=CC=CC=C1)SC1=C(C(=CC=C1)F)Cl benzyl-(2-chloro-3-fluorophenyl)sulfane